2,3,4-triethyl-1,5-pentanediol C(C)C(CO)C(C(CO)CC)CC